1-(4-((R)-3-((R)-2,2,2-trifluoro-1-((4-(4-morpholino-7H-pyrrolo[2,3-d]pyrimidin-6-yl)phenyl)amino)ethyl)pyrrolidin-1-yl)piperidin-1-yl)prop-2-en-1-one FC([C@H](NC1=CC=C(C=C1)C1=CC2=C(N=CN=C2N2CCOCC2)N1)[C@H]1CN(CC1)C1CCN(CC1)C(C=C)=O)(F)F